CC/C=C\\C[C@@H](/C=C/C=C\\C/C=C\\C/C=C\\C/C=C\\CCC(=O)O)OO The molecule is a docosanoid that is (4Z,7Z,10Z,13Z,15E,19Z)-docosahexaenoic acid carrying a hydroperoxy substituent at position 17S. It has a role as a mouse metabolite. It is a docosanoid, a hydroperoxy fatty acid and a long-chain fatty acid. It derives from an all-cis-docosa-4,7,10,13,16,19-hexaenoic acid. It is a conjugate acid of a (4Z,7Z,10Z,13Z,15E,17S,19Z)-17-hydroperoxydocosahexaenoate.